1-N-pentadecyl-2-pyrrolidone C(CCCCCCCCCCCCCC)N1C(CCC1)=O